5-amino-4-bromo-2,2-dimethylbenzo[b]thiophen-3(2H)-one 1,1-dioxide NC1=C(C2=C(S(C(C2=O)(C)C)(=O)=O)C=C1)Br